COCCN1CCN(CC1)C1=CC(=NC=C1)NC=1SC2=C(N1)C=CC(=C2)C2=CC=NC=C2 N-(4-(4-(2-methoxy-ethyl)piperazin-1-yl)pyridin-2-yl)-6-(pyridin-4-yl)benzo[d]-thiazol-2-amine